6-{[6-fluoro-5-(2-hydroxypropan-2-yl)pyridin-2-yl]amino}-4-[(3-methanesulfonylpyridin-2-yl)amino]-N-(2H3)methylpyridazine-3-carboxamide FC1=C(C=CC(=N1)NC1=CC(=C(N=N1)C(=O)NC([2H])([2H])[2H])NC1=NC=CC=C1S(=O)(=O)C)C(C)(C)O